(R)-2-hydroxy-3-(7-methyl-1H-indazol-5-yl)propionic acid O[C@@H](C(=O)O)CC=1C=C2C=NNC2=C(C1)C